C12N3C=C(CC=C3CN(CCCC1)C2)C(=O)N 2,9-diazatricyclo[7.4.1.02,7]tetradec-3,6-diene-4-carboxamide